N-(8-Fluoro-2-methylimidazo[1,2-a]pyridin-6-yl)-5-(3-((3-fluoroazetidin-1-yl)methyl)azetidin-1-yl)pyrazine-2-carboxamide tert-Butyl-3-formylazetidine-1-carboxylate C(C)(C)(C)OC(=O)N1CC(C1)C=O.FC=1C=2N(C=C(C1)NC(=O)C1=NC=C(N=C1)N1CC(C1)CN1CC(C1)F)C=C(N2)C